3-bromo-5',9,10-trimethyl-4',5'-dihydro-2'H,6H-spiro[benzo[4,5]imidazo[2,1-a]isoquinoline-5,3'-furan]-2'-one BrC1=CC2=C(C=C1)C=1N(CC23C(OC(C3)C)=O)C3=C(N1)C=C(C(=C3)C)C